5-bromo-N-methyl-N-phenyl-pyridin-3-amine BrC=1C=C(C=NC1)N(C1=CC=CC=C1)C